N1=C(C=CC=C1C1=C(N(C2=CC=CC=C12)C)C1=CC(=CC(=C1O)C12CC3CC(CC(C1)C3)C2)C)C2=C(N(C3=CC=CC=C23)C)C2=CC(=CC(=C2O)C23CC1CC(CC(C2)C1)C3)C 6,6'-(Pyridine-2,6-diylbis(1-methyl-1H-indole-3,2-diyl))bis(2-((3r,5r,7r)-adamantan-1-yl)-4-methylphenol)